4-(8-((2-chloro-4-phenoxyphenyl)(hydroxy)methyl)-1,6-dihydroimidazo[4,5-d]Pyrrolo[2,3-b]Pyridin-2-yl)cyclohexan-1-ol ClC1=C(C=CC(=C1)OC1=CC=CC=C1)C(C1=CNC2=NC=C3C(=C21)NC(=N3)C3CCC(CC3)O)O